BrC1=C(C=C(C=C1)[N+](=O)[O-])OCC(=C)C 1-bromo-2-((2-methylallyl)oxy)-4-nitrobenzene